(5R,8S)-N-(5-chloro-2-fluoro-4-(trifluoromethyl)phenyl)-6,7,8,9-tetrahydro-5H-5,8-epiminocyclohepta[d]pyridazine-10-carboxamide ClC=1C(=CC(=C(C1)NC(=O)N1[C@@H]2CC[C@H]1CC=1C=NN=CC12)F)C(F)(F)F